C(C1=CC=CC=C1)C=1C=C(C=C(C1OC)C1=CC=CC=C1)N 5-benzyl-6-methoxy-[1,1'-biphenyl]-3-amine